[Si](C1=CC=CC=C1)(C1=CC=CC=C1)(C(C)(C)C)OCCC(=O)O 3-((tert-butyldiphenylsilyl)oxy)propionic acid